C(#N)C1=CC=C2C=C(N(C2=C1)C1CC1)C(=O)O 6-cyano-1-cyclopropyl-1H-indole-2-carboxylic acid